2-((6-fluoro-5-(1-(2-fluorophenyl)ethyl)-1,1-dioxido-4H-benzo[e][1,2,4]thiadiazin-3-yl)amino)acetonitrile FC=1C=CC2=C(NC(=NS2(=O)=O)NCC#N)C1C(C)C1=C(C=CC=C1)F